CC1=CC=CC(=N1)N1N=C(C=C1)CC(=O)N 1-(6-methylpyridin-2-yl)-1H-pyrazol-3-carboxyamid